9-[1-[[6-chloro-2-(1-methyl-1,2,4-triazol-3-yl)-3-pyridinyl]amino]ethyl]-4-(2,2-difluoroethyl)-3-(2-hydroxyethyl)-7-methyl-pyrazolo[3,4-c]isoquinolin-5-one ClC1=CC=C(C(=N1)C1=NN(C=N1)C)NC(C)C=1C=2C3=C(N(C(C2C=C(C1)C)=O)CC(F)F)N(N=C3)CCO